(4-(trifluoromethyl)thiazol-2-yl)methanol FC(C=1N=C(SC1)CO)(F)F